Pyrazolo[1,5-a]Pyrimidine-3-carboxamide N1=CC(=C2N1C=CC=N2)C(=O)N